5-(2,5-dimethyl-1,2,3,4-tetrahydroisoquinolin-7-yl)-3-((5-methoxy-1-((2-(trimethylsilyl)ethoxy)methyl)-1H-pyrrolo[2,3-b]pyridin-4-yl)methoxy)pyrazin-2-amine CN1CC2=CC(=CC(=C2CC1)C)C=1N=C(C(=NC1)N)OCC1=C2C(=NC=C1OC)N(C=C2)COCC[Si](C)(C)C